OC1C(OCC1O)C(=O)NC([2H])([2H])[2H] 3,4-diHydroxy-N-(methyl-d3)-tetrahydrofuran-2-carboxamide